C1(CC1)N1CCN(CC1)C1CCN(CC1)C1=C(C=C(C(=C1)OC)NC1=NC=NC(=C1)N1OCC[C@@H]1C1=C(C(=CC=C1)C)F)NC(C=C)=O N-(2-(4-(4-cyclopropyl-piperazine-1-yl)piperidine-1-yl)-5-((6-((R)-3-(2-fluoro-3-methylphenyl)-isoxazolidine-2-yl)pyrimidine-4-yl)amino)-4-methoxyphenyl)acrylamide